COC1=C(C=C2C(=NC(=NC2=C1)C)N[C@H](C)C=1C(=C(C#N)C=CC1)C)N1CCN(CC1)S(=O)(=O)C (R)-3-(1-((7-methoxy-2-methyl-6-(4-(methylsulfonyl)piperazin-1-yl)quinazolin-4-yl)amino)ethyl)-2-methylbenzonitrile